C1(=CC=CC=C1)C(=[Hf-2](C1=C(C=CC=2C3=CC=C(C=C3CC12)C(C)(C)C)C(C)(C)C)C1C=CC=C1)C1CCCCC1 (phenyl)(cyclohexyl)methylene(cyclopentadienyl)(2,7-di-tert-butylfluorenyl)hafnium (II)